5-(1-(2-ethoxyethyl)piperidin-4-yl)-3-isopropyl-2-(2-methylpyridin-4-yl)-1H-indole C(C)OCCN1CCC(CC1)C=1C=C2C(=C(NC2=CC1)C1=CC(=NC=C1)C)C(C)C